2',3'-dideoxy-5-fluoro-3'-thiacytidine FC=1C(=NC(N([C@H]2CS[C@@H](CO)O2)C1)=O)N